[Sr].CN(C)CCCNCCC[SiH](OC)OC 3-(N,N-dimethylaminopropyl)aminopropyldimethoxysilane strontium